(S)-tert-butyl 4-(6-chloro-7-(2-methoxyphenyl)-1-(2-isopropyl-4-methylpyridin-3-yl)-2-oxo-1,2-dihydropyrido[2,3-d]pyrimidin-4-yl)-3-methylpiperazine-1-carboxylate ClC1=CC2=C(N(C(N=C2N2[C@H](CN(CC2)C(=O)OC(C)(C)C)C)=O)C=2C(=NC=CC2C)C(C)C)N=C1C1=C(C=CC=C1)OC